N(=[N+]=[N-])CC[C@@H]1OC(OC1)(C)C (S)-4-(2-azidoethyl)-2,2-dimethyl-1,3-dioxolane